ClC1=C(C(=CC(=C1)S(N[C@H](C)C1CCN(CC1)C)(=O)=O)C)NC(C1=C(C=CC=C1)C)=O (R)-N-(2-chloro-6-methyl-4-(N-(1-(1-methylpiperidin-4-yl)ethyl)sulfamoyl)phenyl)-2-methylbenzamide